ClC1=C(C(=O)C2=C(C3=C(OCCN3CC3=CC=C(C=C3)OC)C=C2C2=C(C(=O)N)C=C(C=C2F)C(F)(F)F)C#N)C=C(C=C1)F (6-(2-chloro-5-fluorobenzoyl)-5-cyano-4-(4-methoxybenzyl)-3,4-dihydro-2H-benzo[b][1,4]oxazin-7-yl)-3-fluoro-5-(trifluoromethyl)benzamide